tert-Butyl N-tert-butoxycarbonyl-N-[3-[[2-chloro-5-[[(1R,3R)-2,2-dichloro-3-[4-chloro-3-(trifluoromethyl)phenyl]cyclopropanecarbonyl]amino]benzoyl]amino]-2,6-difluoro-phenyl]carbamate C(C)(C)(C)OC(=O)N(C(OC(C)(C)C)=O)C1=C(C(=CC=C1F)NC(C1=C(C=CC(=C1)NC(=O)[C@@H]1C([C@H]1C1=CC(=C(C=C1)Cl)C(F)(F)F)(Cl)Cl)Cl)=O)F